Difluoro-2-(2-pyridyl)phenyl-(2-carboxypyridyl)iridium (III) FC1=C(C(=C(C=C1)[Ir+]C=1C(=NC=CC1)C(=O)O)C1=NC=CC=C1)F